dihydrobenzo[c][1,2]oxaborol B1OCC2=C1C=CC=C2